(5-bromoindan-4-yl)ammonium chloride [Cl-].BrC=1C(=C2CCCC2=CC1)[NH3+]